The molecule is an 8-oxocitronellyl enol in which the chiral centre has R configuration. It is an enantiomer of a (S)-8-oxocitronellyl enol. C[C@H](CC/C=C(\\C)/C=O)/C=C/O